3-fluoro-5-[(5S)-3-oxo-5-phenyl-6,7-dihydro-3H-pyrrolo[2,1-c][1,2,4]triazol-2(5H)-yl]benzonitrile FC=1C=C(C#N)C=C(C1)N1N=C2N(C1=O)[C@@H](CC2)C2=CC=CC=C2